4-methyl-3-((1-(pyrazolo[1,5-a]pyrazine-3-carbonyl)azetidin-3-yl)amino)-N-(5-(trifluoromethyl)pyridin-3-yl)benzamide CC1=C(C=C(C(=O)NC=2C=NC=C(C2)C(F)(F)F)C=C1)NC1CN(C1)C(=O)C=1C=NN2C1C=NC=C2